C1(CC1)CN1C(=CC=2C1=NC(=CC2)B(O)O)C2=NC=1C(=CC=3CCN(C(C3C1)=O)C[C@@H]1NCCOC1)N2C (S)-(1-(cyclopropylmethyl)-2-(1-methyl-6-(morpholin-3-ylmethyl)-5-oxo-5,6,7,8-tetrahydro-1H-imidazo[4,5-g]isoquinolin-2-yl)-1H-pyrrolo[2,3-b]pyridin-6-yl)boronic acid